IC1=C(C(=O)NN)C=C(C=C1I)I 2,3,5-triiodo-benzoyl-hydrazine